CN(CCC1(C(C=C(C(=C1)OC)NC1=NC=CC(=N1)C1=CN(C2=CC=CC=C12)C)N)NC)C 1-(2-dimethylaminoethyl)-5-methoxy-N1-methyl-N4-[4-(1-methylindol-3-yl)pyrimidin-2-yl]benzene-1,2,4-triamine